styrene acrylate styrene-methacrylate C(=CC1=CC=CC=C1)CC(C(=O)O)=C.C(C=C)(=O)O.C=CC1=CC=CC=C1